3-(4-(6-(difluoromethoxy)-4-methylpyridin-3-yl)phenyl)-N-(4-fluorophenyl)oxetane-3-carboxamide FC(OC1=CC(=C(C=N1)C1=CC=C(C=C1)C1(COC1)C(=O)NC1=CC=C(C=C1)F)C)F